C(C)C1=CC=2N=CN=C(C2N=C1C1C2(CC2CO1)C(=O)N)C=1C(=NN(C1)C)C1=CC=CC=C1 (7-ethyl-4-(1-methyl-3-phenyl-1H-pyrazol-4-yl)pyrido[3,2-d]pyrimidin-6-yl)-3-oxabicyclo[3.1.0]hexane-1-carboxamide